S1CC=C2N1C=CN=C2 isothiazolo[2,3-a]pyrazin